C(C)(C)(C)OC(=O)N1CC(C2=C1C=NC=1N2N=C(C1)C(C)O)(C(F)(F)F)C.C(C)(C)(C)C=1C=C(C=C(C1O)C(C)(C)C)C(C(=O)N)C 3,5-di-tertiary butyl-4-hydroxy-phenyl-propionamide tert-butyl-2-(1-hydroxyethyl)-8-methyl-8-(trifluoromethyl)-7,8-dihydro-6H-pyrazolo[1,5-a]pyrrolo[2,3-e]pyrimidine-6-carboxylate